ClC1=C(C(=CC=C1)C)S(=O)(=O)NC1=CC=CC=C1 2-chloro-6-methyl-N-phenylbenzenesulfonamide